silver copper calcium gold [Au].[Ca].[Cu].[Ag]